ClC1=C(C=2C=NN(C2C(=C1)F)C1OCCCC1)N 5-Chloro-7-fluoro-1-tetrahydropyran-2-yl-indazol-4-amine